OC[C@H](C(C)(C)C)NC(=O)C1=C2C=C3C(=C2C=C1)C3 cyclopropa[a]pentalene-4-carboxylic Acid ((S)-1-Hydroxymethyl-2,2-dimethyl-propyl)-amide